N-(3-(4'-((3-(cyanomethyl)oxetan-3-yl)methoxy)-4,5,5',6'-tetrahydro-2H-spiro[furan-3,8'-pyrano[3,4-b]pyridin]-2'-yl)-1-methyl-1H-pyrrolo[2,3-c]pyridin-5-yl)acetamide C(#N)CC1(COC1)COC1=C2C(=NC(=C1)C1=CN(C3=CN=C(C=C31)NC(C)=O)C)C3(OCC2)COCC3